2,2-bis[(2-bromoisobutyryloxy)methyl]propionic acid, (2-azidoethoxy)ethyl ester BrC(C(=O)OCC(C(=O)OCCOCCN=[N+]=[N-])(C)COC(C(C)(C)Br)=O)(C)C